FC1(CC1)C(=O)NNCC1=NC=C(C=C1)C(F)(F)F 1-fluoro-N'-((5-(trifluoromethyl)pyridin-2-yl)methyl)cyclopropane-1-carbohydrazide